3-(3-Fluoropyridin-2-yl)-4,5-Dihydroisoxazole-5-carboxylic acid methyl ester COC(=O)C1CC(=NO1)C1=NC=CC=C1F